6-(2-(4-chlorophenyl)prop-1-en-1-yl)-N-(2-(2-cyano-4,4-difluoropyrrolidin-1-yl)-2-oxoethyl)quinoline-4-carboxamide ClC1=CC=C(C=C1)C(=CC=1C=C2C(=CC=NC2=CC1)C(=O)NCC(=O)N1C(CC(C1)(F)F)C#N)C